ClC1=C(C=NC(=C1)Cl)C=N[S@@](=O)C(C)(C)C (S)-N-((4,6-dichloropyridin-3-yl)methylene)-2-methylpropane-2-sulfinamide